dicyclohexyl(2',6'-diisopropoxy-[1,1'-biphenyl]-2-yl)phosphane C1(CCCCC1)P(C1=C(C=CC=C1)C1=C(C=CC=C1OC(C)C)OC(C)C)C1CCCCC1